NC1=C2C(=C(C(=C3C=CC4=CC=CC(=C1)C4=C32)S(=O)(=O)O)S(=O)(=O)O)S(=O)(=O)O Aminopyrentrisulfonic Acid